BrC1=CC(=C(C(=C1)NC(C)C)C(C)=O)F 1-(4-bromo-2-fluoro-6-(isopropylamino)phenyl)ethan-1-one